C(C1=CC(O)=C(O)C(O)=C1)(=O)O.C1(=CC=CC2=CC3=CC4=CC5=CC=C6C=C7C=C8C=C9C=CC=CC9=CC8=CC7=CC6=C5C=C4C=C3C=C12)C1=C(C=CC=C1)C1=CC=CC=C1 (2-nonaphenylbiphenyl) gallate